OC[C@]1(N(C([C@H]2[C@@]1(O[C@H](C2)OC)C)=O)C(=O)OC(C)(C)C)C(=O)OC 5-(Tert-butyl) 6-methyl (2R,3aR,6R,6aS)-6-(hydroxymethyl)-2-methoxy-6a-methyl-4-oxohexahydro-5H-furo[2,3-c]pyrrole-5,6-dicarboxylate